dibromodimethyl-diformylurea BrC(N(C(=O)N(C=O)C)C=O)Br